CN1N=C2C(=CC(=CC2=C1)C1=CC2=C(N=C(S2)C=2CCN(CC2)C(=O)OC(C)(C)C)C(=C1)OC)C tert-Butyl 4-[6-(2,7-dimethylindazol-5-yl)-4-methoxy-1,3-benzothiazol-2-yl]-3,6-dihydro-2H-pyridine-1-carboxylate